N-(1-(1H-Imidazol-1-yl)ethylidene)-4-chloro-3-fluoroaniline N1(C=NC=C1)C(C)=NC1=CC(=C(C=C1)Cl)F